The molecule is an L-alpha-amino acid; the L-isomer of lysine. It has a role as a micronutrient, a nutraceutical, an anticonvulsant, an Escherichia coli metabolite, a Saccharomyces cerevisiae metabolite, a plant metabolite, a human metabolite, an algal metabolite and a mouse metabolite. It is an aspartate family amino acid, a proteinogenic amino acid, a lysine and a L-alpha-amino acid. It is a conjugate base of a L-lysinium(1+). It is a conjugate acid of a L-lysinate. It is an enantiomer of a D-lysine. It is a tautomer of a L-lysine zwitterion. C(CCN)C[C@@H](C(=O)O)N